NC=1C=C(C=CC1O)C1=C(C(=C(C(=C1F)F)F)F)F 3-amino-2',3',4',5',6'-pentafluoro-[1,1'-biphenyl]-4-ol